C(C)(C)(C)OC(=O)NCCC=1SC(=C(N1)C)C(=O)O 2-(2-{[(tert-butoxy)carbonyl]amino}ethyl)-4-methyl-1,3-thiazole-5-carboxylic acid